5-chloro-2-({[(3R)-oxolan-3-ylmethyl]amino}methyl)-7,8-dihydro-6H-spiro[[1,3]oxazolo[5,4-f]quinazoline-9,1'-cyclohexane]-7-one ClC=1C=C2C(=C3C1NC(NC31CCCCC1)=O)OC(=N2)CNC[C@@H]2COCC2